FC(C(=O)N)(C1=CC(=C(C=C1)OC(C)C)F)F 2,2-difluoro-2-(3-fluoro-4-isopropoxyphenyl)acetamide